5-((4-((6,7-Dimethoxyquinolin-4-yl)oxy)-3-fluorophenyl)carbamoyl)-3-(4-fluorophenyl)-1-methyl-4-oxo-1,4-dihydropyridine-2-carboxylic acid COC=1C=C2C(=CC=NC2=CC1OC)OC1=C(C=C(C=C1)NC(=O)C=1C(C(=C(N(C1)C)C(=O)O)C1=CC=C(C=C1)F)=O)F